CC1=CC(CC(C1)C)=O 3,5-dimethyl-2-cyclohexen-1-one